N-{3-cyano-4H,5H,6H,7H,8H-cyclohepta[b]thiophen-2-yl}-2-[(5-cyclopropyl-4-phenyl-4H-1,2,4-triazol-3-yl)sulfanyl]propanamide C(#N)C=1C2=C(SC1NC(C(C)SC1=NN=C(N1C1=CC=CC=C1)C1CC1)=O)CCCCC2